C1=CC=CC=2C3=CC=CC=C3C(C12)COC(=O)C(C(=O)O)(CCCC)N 9-fluorenylmethoxycarbonyl-aminocaproic acid